2-{(7R,9aS)-7-[8-amino-1-(4-{[4-(trifluoromethyl)pyridin-2-yl]carbamoyl}phenyl)imidazo[1,5-a]pyrazin-3-yl]-4-oxooctahydro-2H-pyrido[1,2-a]pyrazin-2-yl}-2-methylpropanoic acid NC=1C=2N(C=CN1)C(=NC2C2=CC=C(C=C2)C(NC2=NC=CC(=C2)C(F)(F)F)=O)[C@@H]2CC[C@@H]1N(C(CN(C1)C(C(=O)O)(C)C)=O)C2